2-(Pyridin-2-yldithio)ethylamine hydrochloride Cl.N1=C(C=CC=C1)SSCCN